C1=CC=CC2=CC3=CC=CC=C3C(=C12)CCC(=O)O 3-(9-anthracenyl)propionic acid